2-bromo-1-(4-((tert-butyldimethylsilyl)oxy)-6-methoxybenzofuran-2-yl)-ethanone BrCC(=O)C=1OC2=C(C1)C(=CC(=C2)OC)O[Si](C)(C)C(C)(C)C